OCC/C=C/CCOCOCOCC\C=C\CCO (3E)-6-hydroxy-3-hexenyloxymethyl ether